7-fluoro-2-methylphthalazin-1(2H)-one FC1=CC=C2C=NN(C(C2=C1)=O)C